5-chloro-3-methyl-3H-imidazo[4,5-b]Pyridine ClC1=CC=C2C(=N1)N(C=N2)C